C(C)(C)C1=CC=C(C(C)(C)OO)C=C1 p-isopropyl-cumyl hydroperoxide